(S)-N-((4bS,9bS)-7-bromo-4b-hydroxy-4-nitro-10-oxo-4b,10-dihydro-9bH-indeno[1,2-b]Benzofuran-9b-yl)-3-phenyl-2-(3-phenylthioureido)propanamide BrC1=CC2=C([C@]3([C@@](O2)(C2=C(C=CC=C2C3=O)[N+](=O)[O-])O)NC([C@H](CC3=CC=CC=C3)NC(=S)NC3=CC=CC=C3)=O)C=C1